bis-cyano-indenothiazole C(#N)C1=CC=CC=2C=C3C(=NC(S3)C#N)C12